C(C)(C)(C)OC(=O)N1CC2=CC=C(C=C2C1)C1=CC=CC=2C=COC21 5-(benzofuran-7-yl)isoindoline-2-carboxylic acid tert-butyl ester